ClC1=C(C=C(C=C1O)COC)C(\C=C\C=1C(=NC2=CC=CC=C2C1)Cl)=O 1-(2-chloro-3-hydroxy-5-methoxymethylphenyl)-3-(2-chloroquinolin-3-yl)-(2E)-2-propen-1-one